(1R,9R,12S)-9,12,13,13-Tetramethyl-5-pentyl-8-oxatricyclo[7.4.1.02,7]tetradeca-2,4,6-trien-3-ol C[C@@]12OC3=CC(=CC(=C3[C@@H](C([C@H](CC1)C)(C)C)C2)O)CCCCC